FC1=C2C(=CC=C1C1(CC1)F)C(N(CC21CC1)CC1=CC=C(C=C1)OC)=O 5-fluoro-6-(1-fluorocyclopropyl)-2-[(4-methoxyphenyl)methyl]spiro[3H-isoquinoline-4,1'-cyclopropane]-1-one